N-(4-(4-amino-5-(3-methoxy-4-(2-oxo-2-((2,2,2-trifluoroethyl)amino)ethyl)phenyl)pyrazolo[5,1-f][1,2,4]triazin-6-yl)phenyl)-2-fluoroacrylamide NC1=NC=NN2C1=C(C(=N2)C2=CC=C(C=C2)NC(C(=C)F)=O)C2=CC(=C(C=C2)CC(NCC(F)(F)F)=O)OC